N-(2-chloro-6-methylphenyl)-2-((6-(4-(3-(2-(4-(2,6-dioxopiperidin-3-yl)-2-(trifluoromethyl)phenoxy)acetamido)propyl)piperazin-1-yl)-2-methylpyrimidin-4-yl)amino)thiazole-5-carboxamide ClC1=C(C(=CC=C1)C)NC(=O)C1=CN=C(S1)NC1=NC(=NC(=C1)N1CCN(CC1)CCCNC(COC1=C(C=C(C=C1)C1C(NC(CC1)=O)=O)C(F)(F)F)=O)C